FC=1C(=C2C(=CN1)N(C(=C2)C(C)C)C2=CC=C(C=C2)F)OCOC 5-fluoro-1-(4-fluorophenyl)-2-isopropyl-4-(methoxymethoxy)-pyrrolo[2,3-c]pyridine